1-cyclobutyl-1H-pyrazolo[3,4-b]pyrazine-5-carboxylic acid C1(CCC1)N1N=CC=2C1=NC=C(N2)C(=O)O